C[C@H]1C[C@@H](CNC1)NC(OC(C)(C)C)=O trans-tert-butyl (5-methylpiperidin-3-yl)carbamate